FC(C1=CC=CC(=N1)C(=O)OC)(F)F Methyl 6-(trifluoromethyl)-picolinate